FC(C1=CC2=C(N=C(N=C2)NC2CCN(CC2)S(=O)(=O)C)N(C1=O)[C@H]1[C@](CCC1)(C)O)F 6-(Difluoromethyl)-8-[(1r,2r)-2-hydroxy-2-methylcyclopentyl]-2-{[1-(methylsulfonyl)piperidin-4-yl]amino}pyrido[2,3-d]pyrimidin-7(8H)-one